4-[3-[2,6-Dichloro-4-[3-(difluoromethyl)-3-methoxyazetidin-1-yl]benzoyl]-2,4-dihydro-1,3-benzoxazin-8-yl]-5-fluoro-2-(3-oxa-8-azabicyclo[3.2.1]octan-8-yl)benzoic acid ClC1=C(C(=O)N2COC3=C(C2)C=CC=C3C3=CC(=C(C(=O)O)C=C3F)N3C2COCC3CC2)C(=CC(=C1)N1CC(C1)(OC)C(F)F)Cl